(4-{6-amino-5-[1-(2,6-dichloro-phenyl)-ethoxy]-pyridin-3-yl}-phenyl)-((R)-2-pyrrolidin-1-ylmethyl-pyrrolidin-1-yl)-methanone NC1=C(C=C(C=N1)C1=CC=C(C=C1)C(=O)N1[C@H](CCC1)CN1CCCC1)OC(C)C1=C(C=CC=C1Cl)Cl